(E)-1-(6-(4-methoxybut-1-en-1-yl)pyrazin-2-yl)piperidine-4-carboxylic acid ethyl ester C(C)OC(=O)C1CCN(CC1)C1=NC(=CN=C1)\C=C\CCOC